(methanesulfonamide) piperidine-1-carboxylate N1(CCCCC1)C(=O)O.CS(=O)(=O)N